OCC=1C=C(C=CC1)NC(=O)C=1C=C(C=CC1)NC(=O)C=1OC=CC1 N-(3-((3-(hydroxymethyl)phenyl)carbamoyl)phenyl)furan-2-carboxamide